[Si](C)(C)(C(C)(C)C)OCCCCC=1C(=C(C(=NC1)C(C)C)N1C(NC(C2=C1N=C(C(=C2)F)Cl)=O)=O)C 1-(5-(4-((tert-butyldimethylsilyl)oxy)butaneYl)-2-isopropyl-4-methylpyridin-3-yl)-7-chloro-6-fluoropyrido[2,3-d]Pyrimidine-2,4(1H,3H)-dione